6-(dimethylamino)-2-[(3,3-dimethylindolin-1-yl)methyl]-3H-quinazolin-4-one CN(C=1C=C2C(NC(=NC2=CC1)CN1CC(C2=CC=CC=C12)(C)C)=O)C